N-(1-methylpiperidin-4-yl)hydrazinecarboxamide CN1CCC(CC1)NC(=O)NN